BrC=1N=C(N(C1)C)[C@@H](C)O |r| racemic-1-(4-bromo-1-methyl-1H-imidazol-2-yl)ethanol